tetrabutylammonium tin bromide [Sn](Br)(Br)(Br)Br.C(CCC)[N+](CCCC)(CCCC)CCCC